N-(3-cyclobutyl-4-fluoropyrazolo[1,5-a]pyridin-2-yl)-3,3-dimethylbutanamide C1(CCC1)C=1C(=NN2C1C(=CC=C2)F)NC(CC(C)(C)C)=O